hexa-n-butylditin CCCC[Sn](CCCC)CCCC.CCCC[Sn](CCCC)CCCC